6-(2,3,4-trimethoxybenzylamino)-3-glucopyranosylpurine COC1=C(CNC2=C3N=CN=C3N(C=N2)C2[C@H](O)[C@@H](O)[C@H](O)[C@H](O2)CO)C=CC(=C1OC)OC